N1C(=CC=C1)C(=O)N Azolcarboxamid